5-chloro-3-fluoro-4-iodopyridinecarbonitrile ClC=1C(=C(C(=NC1)C#N)F)I